5-Chloro-6-prop-1-ynyl-1H-indazole ClC=1C=C2C=NNC2=CC1C#CC